methyl 4-amino-3-fluoro-5-((oxolan-3-yl)methyl)aminobenzoate NC1=C(C=C(C(=O)OC)C=C1NCC1COCC1)F